BrC1=C(C(=CC=C1)Br)CC(=O)O (2,6-dibromophenyl)acetic acid